ClC1=CNC2=C(C=CC=C12)NS(=O)(=O)C=1C=NN(C1)C1CN(C1)C(=O)OC(C)(C)C tert-butyl 3-[4-[(3-chloro-1H-indol-7-yl)sulfamoyl]pyrazol-1-yl]azetidine-1-carboxylate